CC=1C=C(C=NNC2=C3N=CN(C3=NC(=N2)N2CCOCC2)CCC=2C=C(C=CC2)C)C=CC1 2-(6-(2-(3-methylbenzylidene)hydrazinyl)-2-morpholino-9H-purin-9-yl)-1-(m-tolyl)ethane